tert-butyl 4-(((4-(2,6-bis(benzyloxy)pyridin-3-yl)phenyl)amino)methyl)piperidine-1-carboxylate C(C1=CC=CC=C1)OC1=NC(=CC=C1C1=CC=C(C=C1)NCC1CCN(CC1)C(=O)OC(C)(C)C)OCC1=CC=CC=C1